N[C@H](CC#N)C (3S)-3-aminobutyronitrile